8-((4R)-7-hydroxyspiro[2.4]heptan-4-yl)-2-((1-(methylsulfonyl)piperidin-4-yl)amino)pyrido[2,3-d]pyrimidin-7(8H)-one OC1CC[C@H](C12CC2)N2C(C=CC1=C2N=C(N=C1)NC1CCN(CC1)S(=O)(=O)C)=O